3-((5-fluoro-2-((3-fluoro-4-(4-methylpiperazin-1-yl)phenyl)amino)pyrimidin-4-yl)amino)benzoyl-hydrazine FC=1C(=NC(=NC1)NC1=CC(=C(C=C1)N1CCN(CC1)C)F)NC=1C=C(C(=O)NN)C=CC1